(S)-3-(3-chloro-5-(trifluoromethyl)phenyl)-3-(2-(4-((1,4,5,6-tetrahydropyrimidin-2-yl)amino)-1H-indazole-6-carboxamido)acetamido)propanoic acid ClC=1C=C(C=C(C1)C(F)(F)F)[C@H](CC(=O)O)NC(CNC(=O)C1=CC(=C2C=NNC2=C1)NC=1NCCCN1)=O